BrC1=C(C=C(S1)C(=O)OCC)[N+](=O)[O-] ethyl 5-bromo-4-nitro-thiophene-2-carboxylate